2-(((1-(4-chlorobenzyl)-6-fluoro-1H-indol-4-yl)methyl)amino)ethan-1-ol ClC1=CC=C(CN2C=CC3=C(C=C(C=C23)F)CNCCO)C=C1